C(C)(C)(C)OC(=O)N1C[C@H]([C@@H](C1)C1=C(C=CC=C1)F)C(NC=1C=C(C=CC1)C1=CC=CC=C1)=O |r| (±)-trans-4-(2-fluorophenyl)-3-[(biphenyl-3-yl)carbamoyl]pyrrolidine-1-carboxylic acid tert-butyl ester